FC1=C(C(=CC=C1CN1CCN(CC1)CCC(C)C)O)N1CC(NS1(=O)=O)=O 5-[2-fluoro-6-hydroxy-3-[(4-isopentylpiperazin-1-yl)methyl]phenyl]-1,1-dioxo-1,2,5-thiadiazolidin-3-one